FC(C=1C=C(C=CC1)N1CC(CC1)C(=O)O)(F)F 1-[3-(trifluoromethyl)phenyl]pyrrolidine-3-carboxylic acid